(S)-5-(hydroxymethyl)-3-(1-(6-methoxy-3,4-dihydro-2H-benzo[b][1,4]oxazin-7-yl)-6-(pyrazolo[1,5-a]pyrimidin-3-yl)-1H-pyrazolo[4,3-c]pyridin-3-yl)oxazolidin-2-one OC[C@@H]1CN(C(O1)=O)C1=NN(C2=C1C=NC(=C2)C=2C=NN1C2N=CC=C1)C=1C(=CC2=C(OCCN2)C1)OC